Di-guanosine monophosphate P(=O)(O)(O)O.[C@@H]1([C@H](O)[C@H](O)[C@@H](CO)O1)N1C=NC=2C(=O)NC(N)=NC12.[C@@H]1([C@H](O)[C@H](O)[C@@H](CO)O1)N1C=NC=2C(=O)NC(N)=NC12